C12(CC3CC(CC(C1)C3)C2)C=2C=C(C=CC2OCCCC(=O)NCCSSCC[NH3+])C2=CC=C(C=C2)C=CC(=O)O 2-(2-{4-[3-Adamantan-1-yl-4'-(2-carboxy-vinyl)-biphenyl-4-yloxy]-butyrylamino}-ethyldisulfanyl)-ethyl-ammonium